ethylenediaminetetraacetic acid manganese salt [Mn+4].C(CN(CC(=O)[O-])CC(=O)[O-])N(CC(=O)[O-])CC(=O)[O-]